4-acetyl-5-(4-bromo-phenyl)-3-hydroxy-1-(2-thiophen-2-yl-ethyl)-1,5-dihydro-pyrrol-2-one C(C)(=O)C1=C(C(N(C1C1=CC=C(C=C1)Br)CCC=1SC=CC1)=O)O